6-(1-hydroxyethyl)-3-[[5-[1-hydroxy-3-(methylamino)propyl]-3-pyrrolidinyl]thio]-4-methyl-7-oxo-1-azabicyclo[3.2.0]hept-2-ene-2-carboxylic acid monohydrochloride Cl.OC(C)C1C2C(C(=C(N2C1=O)C(=O)O)SC1CNC(C1)C(CCNC)O)C